3-((4-(3-(4-(((7-(cyclopropylmethoxy)-5-fluoro-4-oxo-3,4-dihydroquinazolin-2-yl)methyl)thio)piperidin-1-yl)pyrrolidin-1-yl)-3-fluorophenyl)amino)piperidine-2,6-dione C1(CC1)COC1=CC(=C2C(NC(=NC2=C1)CSC1CCN(CC1)C1CN(CC1)C1=C(C=C(C=C1)NC1C(NC(CC1)=O)=O)F)=O)F